(S)-2-((((9H-fluoren-9-yl)methoxy)carbonyl)amino)-3-(3,4-di-tert-butoxyphenyl)propanoic acid C1=CC=CC=2C3=CC=CC=C3C(C12)COC(=O)N[C@H](C(=O)O)CC1=CC(=C(C=C1)OC(C)(C)C)OC(C)(C)C